4-(2-(5-bromothiophen-2-yl)ethyl)-2,4-dihydro-3H-1,2,4-triazol-3-one BrC1=CC=C(S1)CCN1C(NN=C1)=O